1-(4-cyanobenzoyl)azetidin-3-yl (1-(4-(2,6-dioxopiperidin-3-yl)-3,5-difluorophenyl)azetidin-3-yl)carbamate O=C1NC(CCC1C1=C(C=C(C=C1F)N1CC(C1)NC(OC1CN(C1)C(C1=CC=C(C=C1)C#N)=O)=O)F)=O